4-((2S,SR)-2,5-Diethyl-4-(3-(trifluoromethyl)phenyl)piperazin-1-yl)-1-methyl-2-oxo-1,2-dihydropyrido[3,2-d]pyrimidin-6-carbonitril C(C)[C@@H]1N(C[C@@H](N(C1)C1=CC(=CC=C1)C(F)(F)F)CC)C=1C2=C(N(C(N1)=O)C)C=CC(=N2)C#N |&1:5|